C(C)(C)(C)C1(C2(C(C2CN1)(C)C)C(C)(F)F)OC (tert-butyl)-1-(1,1-difluoroethyl)-2-methoxy-6,6-dimethyl-3-azabicyclo[3.1.0]hexane